C1=CC=CC=2C3=CC=CC=C3C(C12)COC(=O)N[C@@H](CC(=O)O)CC=C (3R)-3-(9H-fluoren-9-ylmethoxycarbonyl-amino)hex-5-enoic acid